5-(piperazin-1-yl)-8-(piperidin-4-yloxy)quinoline-3-carboxylic acid N1(CCNCC1)C1=C2C=C(C=NC2=C(C=C1)OC1CCNCC1)C(=O)O